FC(C1=CC=C(CN2[C@H](CC3(CC3)CC2)C(=O)NC2(CC2)C2=CC=C(C(=O)[O-])C=C2)C=C1)(F)F.[Na+].C1([C@H](O)[C@H](O)[C@H](O1)CO)C1=C(C(=O)N)C=CC=N1 Ribosyl-nicotinamide sodium (R)-4-(1-(6-(4-(trifluoromethyl)benzyl)-6-azaspiro[2.5]octane-5-carboxamido)cyclopropyl)benzoate